N-(5-{[(1S)-2-hydroxy-1-phenylethyl]carbamoyl}-2-methylphenyl)-5-phenylpyridine-3-carboxamide OC[C@H](C1=CC=CC=C1)NC(=O)C=1C=CC(=C(C1)NC(=O)C=1C=NC=C(C1)C1=CC=CC=C1)C